BrC=1N=C(C=2N(C1)C=CN2)NC2=CC=C(C=C2)N2CCN(CC2)C(=O)OCCCC Butyl 4-(4-((6-bromoimidazo[1,2-a]pyrazin-8-yl)amino)phenyl)piperazine-1-carboxylate